tert-butyl (S)-2-(((tert-butyldimethylsilyl)oxy)methyl)-4,6-dioxopiperidine-1-carboxylate [Si](C)(C)(C(C)(C)C)OC[C@H]1N(C(CC(C1)=O)=O)C(=O)OC(C)(C)C